OC1=C(C=C(CC2=C(C=C(OCC(=O)OCC)C=C2C(F)(F)F)C)C=C1)C(C)C ethyl 2-(4-(4-hydroxy-3-isopropylbenzyl)-3-methyl-5-(trifluoromethyl)phenoxy)acetate